ClC=1C=CC2=C(CC(CC=3N2C(=NN3)C3CCC(CC3)(C)OCC)N(C)C)C1 8-chloro-1-(trans-4-ethoxy-4-methylcyclohexyl)-N,N-dimethyl-5,6-dihydro-4H-[1,2,4]triazolo[4,3-a][1]benzazepin-5-amine